(4-{[2-(4-chlorophenyl)imidazo[1,2-a]pyridine-3-yl]methyl}piperazin-1-yl)(3-isopropylphenyl)methanone ClC1=CC=C(C=C1)C=1N=C2N(C=CC=C2)C1CN1CCN(CC1)C(=O)C1=CC(=CC=C1)C(C)C